2-amino-N-(4-(3-(4-(methoxymethyl)piperidin-1-yl)phenyl)thiazol-2-yl)acetamide NCC(=O)NC=1SC=C(N1)C1=CC(=CC=C1)N1CCC(CC1)COC